C(C)(C)(C)OC(NC1CCC(CC1)NS(=O)(=O)CC)=O ((1r,4r)-4-(ethylsulfonamido)cyclohexyl)carbamic acid tert-butyl ester